[Sn]=O.[W].[Ni] Nickel tungsten tin oxide